C(C)(C)OC(=O)N1[C@H]([C@H](CCC1)NS(=O)(=O)C)CC=1C=C(C=CC1)C1=C(C(=CC=C1)F)F Cis-2-((2',3'-difluorobiphenyl-3-yl)methyl)-3-((methylsulfonyl)amino)piperidine-1-carboxylic acid isopropyl ester